C(N)(=O)C1=CC(=NC(=C1C=1C=C2C=NN(C2=CC1)C)C1=CC(=C(C=C1)C#N)F)N1CCC(CC1)NC(OC(C)(C)C)=O Tert-Butyl (1-(4-carbamoyl-6-(4-cyano-3-fluorophenyl)-5-(1-methyl-1H-indazol-5-yl)pyrid-2-yl)piperid-4-yl)carbamate